ClC=1C=C(C=CC1)C(CO)NC(=O)NC=1C=NN(C1)C1=NC(=NC=C1C)NC1=C(C=CC=C1)Cl 1-(1-(3-chlorophenyl)-2-hydroxyethyl)-3-(1-(2-((2-chlorophenyl)amino)-5-methylpyrimidin-4-yl)-1H-pyrazol-4-yl)urea